13-bromo-19-cyclopropyl-14-methoxy-10,16,16-trioxo-9-oxa-16λ6-thia-17-azatetracyclo[16.3.1.111,15.02,7]tricosa-1(21),2,4,6,11(23),12,14,18(22),19-nonaene-4-carbonitrile BrC1=CC=2C(OCC3=CC=C(C=C3C3=CC=C(C(NS(C(=C1OC)C2)(=O)=O)=C3)C3CC3)C#N)=O